ClC1=C(C(=NC=C1)N(C(OC(C)(C)C)=O)C1=CC=C(C=C1)C(F)(F)F)C#N tert-butyl N-(4-chloro-3-cyano-2-pyridyl)-N-[4-(trifluoromethyl) phenyl]Carbamate